ethyl 4-(2-{2-chloro-4-[(5-chloro-3-fluoropyridin-2-yl) oxy] phenyl} pyrimidin-4-yl)-3-oxobutanoate ClC1=C(C=CC(=C1)OC1=NC=C(C=C1F)Cl)C1=NC=CC(=N1)CC(CC(=O)OCC)=O